(2RS)-2-indazol-2-yl-2-phenyl-acetic acid N=1N(C=C2C=CC=CC12)[C@@H](C(=O)O)C1=CC=CC=C1 |r|